C1(C(C(C1C(=O)O)C(=O)O)C(O)=N)C(O)=N 1,2,3,4-cyclobutanetetracarboxylic acid diimide